2-(3,5-difluorophenyl)-2-(1-(4-hydroxypiperidine-1-carbonyl)piperidin-4-ylidene)acetonitrile FC=1C=C(C=C(C1)F)C(C#N)=C1CCN(CC1)C(=O)N1CCC(CC1)O